(3S)-7-bromo-6-chloro-5-(2,6-difluorophenyl)-3-ethyl-1,3-dihydro-1,4-benzodiazepin-2-one hydrazone BrC=1C=CC2=C(C(=N[C@H](C(N2)=NN)CC)C2=C(C=CC=C2F)F)C1Cl